4-({4-[(2-aminoethoxy)carbonyl]-2',4'-dichloro-[1,1'-biphenyl]-3-yl}carbamoyl)-6-hydroxybenzene-1,3-dicarboxylic acid NCCOC(=O)C1=C(C=C(C=C1)C1=C(C=C(C=C1)Cl)Cl)NC(=O)C1=C(C=C(C(=C1)O)C(=O)O)C(=O)O